C1(=CC=CC=C1)C=1C=C(C=CC1C(F)(F)F)CC1CCN(CC1)C(=O)OC(C)(C)C tert-butyl 4-[[3-phenyl-4-(trifluoromethyl)phenyl]methyl]piperidine-1-carboxylate